3,7-dibromophenothiazin-5-ium bromide [Br-].BrC=1C=CC2=NC3=CC=C(C=C3[S+]=C2C1)Br